(R and S)-2-(2-(quinuclidin-3-yl)ethyl)-7-(1,3,5-trimethyl-1H-pyrazol-4-yl)isoindolin-1-one N12C[C@@H](C(CC1)CC2)CCN2C(C1=C(C=CC=C1C2)C=2C(=NN(C2C)C)C)=O |r|